5-(2-fluoro-4-prop-1-en-2-ylphenyl)-1-(oxacyclohex-4-yl)pyrazole-4-carboxylic acid ethyl ester C(C)OC(=O)C=1C=NN(C1C1=C(C=C(C=C1)C(=C)C)F)C1CCOCC1